C(CCCCCCCCCCCCCCCCCC)O 1-nonadecanol